6-(pyrazin-2-yl)-2-{[3-(trifluoromethyl)phenyl]methyl}-2H-pyrazolo[3,4-d]pyrimidin-4-amine N1=C(C=NC=C1)C=1N=C(C=2C(N1)=NN(C2)CC2=CC(=CC=C2)C(F)(F)F)N